N-[3-chloro-2-fluoro-6-(trifluoromethyl)benzyl]-N-cyclopropyl-3-(difluoromethyl)-1-methyl-1H-pyrazole-4-carboxamide ClC=1C(=C(CN(C(=O)C=2C(=NN(C2)C)C(F)F)C2CC2)C(=CC1)C(F)(F)F)F